(R,E)-6-(1-(1-(1-(4-(3-fluoropyrrolidin-1-yl)but-2-enoyl)azetidine-3-carbonyl)piperidin-4-yl)-1H-pyrazol-4-yl)-4-methoxypyrazolo[1,5-a]pyridine-3-carbonitrile F[C@H]1CN(CC1)C/C=C/C(=O)N1CC(C1)C(=O)N1CCC(CC1)N1N=CC(=C1)C=1C=C(C=2N(C1)N=CC2C#N)OC